C1=CC=C2C(=C1)C(=CC=[N+]2[O-])[N+](=O)[O-] 4-nitroquinoline N-oxide